C(C)(C)(C)C=1N=CN(C1)CC1=CC=C(COC2=C3CN(C(C3=CC=C2)=O)C2C(NC(CC2)=O)=O)C=C1 3-{4-[4-(4-tert-Butyl-imidazol-1-ylmethyl)-benzyloxy]-1-oxo-1,3-dihydro-isoindol-2-yl}-piperidine-2,6-dione